D-α-methylaspartate C[C@](N)(CC(=O)[O-])C(=O)[O-]